Octyl-dimethyl-ammonium chloride [Cl-].C(CCCCCCC)[NH+](C)C